C(C1=CC=CC=C1)OC(=O)N1[C@H]([C@H]([C@H](CC1)F)NS(=O)(=O)C1(CC1)F)CC=1C(=C(C=CC1)C1=C(OCCC(=O)O)C(=CC=C1)F)F 3-[2-[3-[[(2S,3R,4S)-1-benzyloxycarbonyl-4-fluoro-3-[(1-fluorocyclopropyl)sulfonylamino]-2-piperidyl]methyl]-2-fluoro-phenyl]-6-fluoro-phenoxy]propanoic acid